C(#N)C1=CC=C(CCN[C@H](C(=O)NC2=NC=C(C=C2)C=2C=NN(C2)C)C2=CC=CC=C2)C=C1 |r| (S)- and (R)-2-((4-cyanophenethyl)amino)-N-(5-(1-methyl-1H-pyrazol-4-yl)pyridin-2-yl)-2-phenyl-acetamide